(S)-tetrahydro-3H-spiro[[1,2,3]oxathiazolo[3,4-a]pyridine-5,2'-[1,3]dioxolane]-1,1-dioxide O1C2(OCC1)C[C@@H]1N(CC2)S(OC1)(=O)=O